2-chloro-4-((naphthalen-2-ylmethyl)amino)pyrimidin-5-carboxamide ClC1=NC=C(C(=N1)NCC1=CC2=CC=CC=C2C=C1)C(=O)N